COC1=C(C=C2C(=NC=NC2=C1)C=1C(=NN(C1)C)C1=CC=CC=C1)NC(CC)=O N-(7-methoxy-4-(1-methyl-3-phenyl-1H-pyrazol-4-yl)quinazolin-6-yl)propionamide